4-[4-fluoro-1-(1-methylpyrazolo[4,3-c]pyridin-6-yl)piperidine-4-carbonyl]-3,5-dihydro-2H-pyrido[3,4-f][1,4]oxazepine-9-carbonitrile FC1(CCN(CC1)C1=CC2=C(C=N1)C=NN2C)C(=O)N2CCOC1=C(C2)C=NC=C1C#N